C(N)(OC[C@@H](CC1=CC=CC=C1)NC([C@@H](CC1=CC=CC=C1)N)=O)=O (2R)-2-{[(2R)-2-amino-3-phenylpropanoyl]amino}-3-phenylpropyl carbamate